IC1=C(C=CC=C1)N1N=NN=C1C1=CC=CC=C1 1-(2-iodophenyl)-5-phenyl-1H-tetrazole